S1C=NC2=C1C=C(C=C2)S(=O)(=O)N2N=C1C(=C2)CN(C1)C([C@@H](C1=C(C=CC=C1)Cl)NC(OC(C)(C)C)=O)=O tert-butyl N-[(1R)-2-[2-(1,3-benzothiazole-6-sulfonyl)-2H,4H,5H,6H-pyrrolo[3,4-c]pyrazol-5-yl]-1-(2-chlorophenyl)-2-oxoethyl]carbamate